(9aR)-8-(2-(3-methoxyphenyl)propyl)-9-oxooctahydro-2H-pyrazino[1,2-a]pyrazine-2-carbonitrile COC=1C=C(C=CC1)C(CN1C([C@@H]2N(CCN(C2)C#N)CC1)=O)C